(Rac)-ethyl-3-(6-(dimethylamino)-9H-purin-9-yl)-4-(2-ethoxy-2-oxoethyl)tetrahydrothiophene-3-carboxylate C(C)OC(=O)C1(CSCC1CC(=O)OCC)N1C2=NC=NC(=C2N=C1)N(C)C